5-(6-ethoxy-1H-pyrazolo[3',4':3,4]pyrazolo[1,5-a]pyridin-4-yl)pyridine C(C)OC=1C=C(C=2N(C1)N=C1C2C=NN1)C=1C=CC=NC1